C12(CC(C1)C2)N2C[C@H](N(S(C1=C2C=C(C(=C1)O\C=C(\C(=O)OCC)/F)SC)(=O)=O)C)C1CCCC1 ethyl (R,Z)-3-((5-(bicyclo[1.1.1]pentan-1-yl)-3-cyclopentyl-2-methyl-7-(methylthio)-1,1-dioxido-2,3,4,5-tetrahydrobenzo[f][1,2,5]thiadiazepin-8-yl)oxy)-2-fluoroacrylate